Cl.FC=1C=C(C=C(C1)C1=CN(C=C1)C1=CC=C(C=C1)F)CN (3-Fluoro-5-(1-(4-fluorophenyl)-1H-pyrrol-3-yl)phenyl)methylamine, hydrochloride